2-bromo-2-(3-fluorophenyl)acetic acid BrC(C(=O)O)C1=CC(=CC=C1)F